benzyl (1-((1-(2-(2,6-dioxopiperidin-3-yl)-6-fluoro-1,3-dioxoisoindolin-5-yl)azetidin-3-yl) methyl)piperidin-4-yl)carbamate O=C1NC(CCC1N1C(C2=CC(=C(C=C2C1=O)N1CC(C1)CN1CCC(CC1)NC(OCC1=CC=CC=C1)=O)F)=O)=O